ClC1=C(C=CC=C1)[C@@H](C(=O)N1CC2=NN(C=C2C1)S(=O)(=O)C1=CC=C(C=C1)OC(F)F)[C@@H](C)O (2R,3R)-2-(2-chlorophenyl)-1-[2-[4-(difluoromethoxy)benzenesulfonyl]-4H,6H-pyrrolo[3,4-c]pyrazol-5-yl]-3-hydroxybutan-1-one